4,4'-dihydroxydeoxybenzoin OC1=CC=C(C=C1)C(=O)CC1=CC=C(C=C1)O